4,4'-diamino-2,2'-bis(trifluoromethoxy)biphenyl NC1=CC(=C(C=C1)C1=C(C=C(C=C1)N)OC(F)(F)F)OC(F)(F)F